2'-[(9-benzyl-1,5,9-triazacyclododecane-1,5-diyl)bis(methylene)]bis(2-hydroxy-5-methylbenzene) C(C1=CC=CC=C1)N1CCCN(CCCN(CCC1)CC1=C(C=CC(=C1)C)O)CC1=C(C=CC(=C1)C)O